C1(=CC=C(C=C1)SCCCCCCCCC(C(=O)O)=C)C1=CC=CC=C1 8-([1,1'-biphenyl]-4-ylthio)octyl-acrylic acid